ClC1=NC(=NC(=N1)N)NCC1=NC=C(C=C1Cl)C 6-Chloro-N4-[(3-chloro-5-methyl-2-pyridyl)methyl]-1,3,5-triazine-2,4-diamine